2-methyl-5-(1-(((R)-1-phenylethyl)amino)-2,3,4,9-tetrahydro-1H-carbazol-6-yl)isoindolin CN1CC2=CC=C(C=C2C1)C=1C=C2C=3CCCC(C3NC2=CC1)N[C@H](C)C1=CC=CC=C1